O1[C@H]2[C@@H](CC1)COC2 (3S,3aS,6aS)-Hexahydrofuro[3,4-b]furan